(S)-1-(3-((4-((4-((2-oxabicyclo[2.1.1]hexan-1-yl)methoxy)-2,3-difluorophenyl)amino)pyrido[3,2-d]pyrimidin-6-yl)oxy)pyrrolidin-1-yl)prop-2-en-1-one C12(OCC(C1)C2)COC2=C(C(=C(C=C2)NC=2C1=C(N=CN2)C=CC(=N1)O[C@@H]1CN(CC1)C(C=C)=O)F)F